3-chlorobenzaldehyde sodium metabisulfite S(=O)(=O)([O-])S(=O)[O-].[Na+].ClC=1C=C(C=O)C=CC1.[Na+]